N-[2-(4-chlorophenyl)ethyl]-7-hydroxy-2,3,4,5-tetrahydro-1H-2-benzazepine-2-carbothioamide ClC1=CC=C(C=C1)CCNC(=S)N1CC2=C(CCC1)C=C(C=C2)O